ClC1=C(C=CC=C1N1ONC2=NC(=CN=C2O1)Cl)C1=NN(C2=C(C=CC=C12)C(=O)N)C (2-chloro-3-(7-chloro-2,4-dioxa-1,2-dihydropteridin-3(4H)-yl)phenyl)-1-methyl-1H-indazole-7-carboxamide